N-{4-[(4-methylpiperazin-1-yl)methyl]phenyl}-5H,6H,7H,8H-pyrido[3,4-d]pyrimidin-2-amine CN1CCN(CC1)CC1=CC=C(C=C1)NC=1N=CC2=C(N1)CNCC2